1-(2-(5-((R)-7-(4-fluorobenzoyl)-8-methyl-5,6,7,8-tetrahydro-[1,2,4]triazolo[4,3-a]pyrazin-3-yl)-1,3,4-thiadiazol-2-yl)pyrrolidin-1-yl)ethan-1-one FC1=CC=C(C(=O)N2[C@@H](C=3N(CC2)C(=NN3)C3=NN=C(S3)C3N(CCC3)C(C)=O)C)C=C1